C(C1=CC=CC=C1)N(C(OC(C)(C)C)=O)C=1C=2N(C=C(N1)Cl)C(=CN2)C(C)C tert-butyl benzyl(6-chloro-3-isopropylimidazo[1,2-a]pyrazin-8-yl)Carbamate